tert-butyl (3S)-4-(7-(hydroxy (naphthalen-1-yl) methyl)-2-(((S)-1-methylpyrrolidin-2-yl) methoxy) imidazo[2,1-f][1,2,4]triazin-4-yl)-3-methylpiperazine-1-carboxylate OC(C1=CN=C2C(=NC(=NN21)OC[C@H]2N(CCC2)C)N2[C@H](CN(CC2)C(=O)OC(C)(C)C)C)C2=CC=CC1=CC=CC=C21